5,7-dimethyl-2,3-diaza-5,7-diazabicyclo[2.2.2]octane-6,8-dione CN1C2NNC(C1=O)N(C2=O)C